2,7-bis(2,4-dimethoxyphenyl)fluorenone carbon [C].COC1=C(C=CC(=C1)OC)C=1C(C2=CC3=CC(=CC=C3C2=CC1)C1=C(C=C(C=C1)OC)OC)=O